methylisothiazole-5-sulfonamide CC1=NSC(=C1)S(=O)(=O)N